1-(2-fluorophenyl)cyclobutane-1-carboxylic acid FC1=C(C=CC=C1)C1(CCC1)C(=O)O